Cl.FC1=CC=C(C=C1)CS(=O)(=O)NC1=C(C(=C(C=C1F)C1=NC=2C=NC(=NC2N(C1=O)C(C)C)N[C@@H]1CNC[C@H](C1)F)F)F 1-(4-fluorophenyl)-N-(2,3,6-trifluoro-4-(2-(((3S,5S)-5-fluoro-piperidin-3-yl)amino)-8-isopropyl-7-oxo-7,8-dihydropteridin-6-yl)-phenyl)methanesulfonamide hydrochloride